benzyl {[(3R)-2,3-dihydrothiophen-3-yl] amino}methanoate S1C[C@@H](C=C1)NC(=O)OCC1=CC=CC=C1